1-(Trifluoromethanesulfonyl)imidazole FC(S(=O)(=O)N1C=NC=C1)(F)F